pyridyl-cadmium phthalate C(C=1C(C(=O)[O-])=CC=CC1)(=O)[O-].N1=C(C=CC=C1)[Cd+2]